C(C=CCC)(=O)OCC 2-ethyl pentenoate